C(C)(C)(C)OC(=O)N1CCC2(CC1)CC1=C(C=NC(=C1)OC)C2=O 3-methoxy-7-oxospiro[5H-cyclopenta[c]pyridine-6,4'-piperidine]-1'-carboxylic acid tert-butyl ester